C(C)OC(C1=NN=C2N1C=C(N=C2)C=2C=NC(=CC2)O[C@@H](CC)C(F)(F)F)(F)F |r| 3-[ethoxy(difluoro)methyl]-6-[6-[rac-(1S)-1-(trifluoromethyl)propoxy]-3-pyridyl]-[1,2,4]triazolo[4,3-a]pyrazine